BrC1=C(C(=C(C=C1)C1=CC=C(C(=N1)C(=O)OCCCC)Cl)F)OC Butyl 6-(4-bromo-2-fluoro-3-methoxyphenyl)-3-chloropicolinate